O=C1NC2(CN(C2)C(=O)OC2CC(C2)COCC2=CC(=C(C=C2)C)Cl)CO1 3-(((3-chloro-4-methylbenzyl)oxy)methyl)cyclobutyl 6-oxo-7-oxa-2,5-diazaspiro[3.4]octane-2-carboxylate